4-({3-cyano-5-[(propan-2-yl)carbamoyl]phenyl}amino)-3-cyclopropyl-N-[imidazolidin-2-ylidene]benzamide Tertiary butylsilyl-carbamate C(C)(C)(C)[SiH2]NC(O)=O.C(#N)C=1C=C(C=C(C1)C(NC(C)C)=O)NC1=C(C=C(C(=O)N=C2NCCN2)C=C1)C1CC1